2-fluoro-5-nitrophenol FC1=C(C=C(C=C1)[N+](=O)[O-])O